tert-butyl (S)-(1-(2-cyclopropyl-5-((4,4-difluorocyclohexyl)carbamoyl)-3-(3,5-difluorophenyl)pyridin-4-yl)-3-methylpyrrolidin-3-yl)carbamate C1(CC1)C1=NC=C(C(=C1C1=CC(=CC(=C1)F)F)N1C[C@@](CC1)(C)NC(OC(C)(C)C)=O)C(NC1CCC(CC1)(F)F)=O